6-(1'-cyclopropyl-[1,4'-bipiperidin]-4-yl)-1-methyl-2-(4-(methylsulfonyl)phenyl)-1H-imidazo[4,5-b]pyridine C1(CC1)N1CCC(CC1)N1CCC(CC1)C=1C=C2C(=NC1)N=C(N2C)C2=CC=C(C=C2)S(=O)(=O)C